(S)-2-(4-(4-((4-chloro-2-fluorobenzyl)oxy)-5-fluoropyrimidin-2-yl)-2-fluorobenzyl)-1-(oxetan-2-ylmethyl)-1H-benzo[d]imidazole-6-carboxylic acid ClC1=CC(=C(COC2=NC(=NC=C2F)C2=CC(=C(CC3=NC4=C(N3C[C@H]3OCC3)C=C(C=C4)C(=O)O)C=C2)F)C=C1)F